4,4'-methylene-bis(2-methyl-6-tert-butylphenol) C(C1=CC(=C(C(=C1)C(C)(C)C)O)C)C1=CC(=C(C(=C1)C(C)(C)C)O)C